6-fluoroindoline-4-carbaldehyde FC=1C=C(C=2CCNC2C1)C=O